CC1=NC(=NC=C1)[C@@H]1[C@H](C1)C=1C=NC2=CC=CC=C2N1 |o1:7,8| 3-((1S*,2S*)-2-(4-methylpyrimidin-2-yl)cyclopropyl)quinoxalin